C(#N)C=1C=NN2C1C(=CC(=C2)C=2C=NN(C2C)C2CCC(CC2)N(S(=O)(=O)C)C)SC2=NC=CC=C2F N-((1s,4s)-4-(4-(3-cyano-4-((3-fluoropyridin-2-yl)thio)pyrazolo[1,5-a]pyridin-6-yl)-5-methyl-1H-pyrazol-1-yl)cyclohexyl)-N-methylmethanesulfonamide